C(C)NC(=O)N1[C@H]([C@H](CCC1)NS(=O)(=O)C)COC1CCC(CC1)OC cis-N-ethyl-2-(((4-methoxycyclohexyl)oxy)methyl)-3-((methylsulfonyl)amino)piperidine-1-carboxamide